p-tolyl dimethylcarbamodithioate CN(C(=S)SC1=CC=C(C=C1)C)C